(R)-1-((6-(2-chloro-2'-methyl-3'-((2-methylpyrido[3,2-d]pyrimidin-4-yl)amino)-[1,1'-biphenyl]-3-yl)-2-methoxypyridin-3-yl)methyl)-3-methylpyrrolidine-3-carboxylic acid ClC1=C(C=CC=C1C1=CC=C(C(=N1)OC)CN1C[C@@](CC1)(C(=O)O)C)C1=C(C(=CC=C1)NC=1C2=C(N=C(N1)C)C=CC=N2)C